myristylamine hydrofluoride F.C(CCCCCCCCCCCCC)N